BrC=1C=C(C=CC1)[C@H](C)NC(=O)C1=CC=C2C(=C(N(C2=C1)C)C)CC=1C=C(OC(C(=O)O)(C)C)C=CC1 (S)-2-(3-((6-((1-(3-bromophenyl)ethyl)carbamoyl)-1,2-dimethyl-1H-indol-3-yl)methyl)phenoxy)-2-methyl-propanoic acid